C1(CCC1)OC=1C=CC=C2C=CC(=NC12)OCC12CCC(CC1)(CC2)OCC=2C(=NOC2C2CC2)C2=C(C=NC=C2Cl)Cl 8-Cyclobutoxy-2-((4-((5-cyclopropyl-3-(3,5-dichloropyridin-4-yl)isoxazol-4-yl)methoxy)bicyclo[2.2.2]octan-1-yl)methoxy)chinolin